CO[C@H]1C[C@H](C1)N1CCNC2=CC=C(C=C12)C#N 4-(cis-3-methoxycyclobutyl)-1,2,3,4-tetrahydroquinoxaline-6-carbonitrile